C1(=CC=CC=C1)N(C1=CC=C(C=C1)C1(C2=CC(=CC=C2C=2C=CC(=CC12)C1=C(C=CC(=C1)N)NC1=CC=C(C=C1)OC)C1=C(C=CC(=C1)N)NC1=CC=C(C=C1)OC)C1=CC=C(C=C1)N(C1=CC=CC=C1)C1=CC=CC=C1)C1=CC=CC=C1 (9,9-bis(4-(diphenylamino)phenyl)-9H-fluorene-2,7-diyl)bis(N1-(4-methoxyphenyl)benzene-1,4-diamine)